C(C=C)(=O)N1CCCCCCC1 acryloyl-azocane